FC1=C(C=CC(=C1)[N+](=O)[O-])N1[C@@H](COCC1)C (R)-4-(2-fluoro-4-nitrophenyl)-3-methylmorpholine